2-bromo-3,4-ethylenedioxythiophene-5-formaldehyde BrC=1SC(=C2C1OCCO2)C=O